COC1=C(C=CC=C1C1=NN(C=N1)C)NC1=C2C(=NC(=C1)NC1=CC(=NC=N1)C#N)NN(C2=O)C 6-((4-((2-methoxy-3-(1-methyl-1H-1,2,4-triazol-3-yl)phenyl)amino)-2-methyl-3-oxo-2,3-dihydro-1H-pyrazolo[3,4-b]pyridin-6-yl)amino)pyrimidine-4-carbonitrile